7-(4-((1R,2S)-6-(tert-butoxy)-2-phenyl-1,2,3,4-tetrahydronaphthalen-1-yl)phenyl)-2-(dimethoxymethyl)-7-azaspiro[3.5]nonane C(C)(C)(C)OC=1C=C2CC[C@@H]([C@@H](C2=CC1)C1=CC=C(C=C1)N1CCC2(CC(C2)C(OC)OC)CC1)C1=CC=CC=C1